C1=CC=CC=2C3=CC=CC=C3C(C12)COC(=O)NC(C(=O)O)CCC1=CN=CN1C(C1=CC=C(C=C1)C)(C1=CC=CC=C1)C1=CC=CC=C1 2-((((9H-fluoren-9-yl)methoxy)carbonyl)amino)-4-(1-{diphenyl(p-tolyl)methyl}-1H-imidazol-5-yl)butanoic acid